3-methoxy-N-[(1R,3S)-3-{[6-methyl-2-(trifluoromethyl)quinolin-4-yl]amino}cyclohexyl]benzamide COC=1C=C(C(=O)N[C@H]2C[C@H](CCC2)NC2=CC(=NC3=CC=C(C=C23)C)C(F)(F)F)C=CC1